((3-(2-(2-Chlorophenyl)acetamido)-5-(trifluoromethyl)phenyl)carbamoyl)(3-(4-(2-methoxy-4-methylpyrimidin-5-yl)benzyl)-1,2,3-oxadiazol-3-ium-5-yl)amide ClC1=C(C=CC=C1)CC(=O)NC=1C=C(C=C(C1)C(F)(F)F)NC(=O)[N-]C1=C[N+](=NO1)CC1=CC=C(C=C1)C=1C(=NC(=NC1)OC)C